ClC=1C=NC=C(C1CSC1=NN2C(C(N1)=O)=CC=C2)Cl 2-(((3,5-Dichloropyridin-4-yl)methyl)thio)pyrrolo[2,1-f][1,2,4]triazin-4(3H)-one